COC=1C=C(C=C(C1)OC)P(C1=CC(=CC(=C1)OC)OC)=O bis(3,5-dimethoxyphenyl)phosphine oxide